N-methyl-1H-1,2,4-triazole CN1N=CN=C1